P(=O)([O-])([O-])[O-].C(CCCCCCCCCCCCCCC)[N+](C)(C)CCO.C(CCCCCCCCCCCCCCC)[N+](CCO)(C)C.C(CCCCCCCCCCCCCCC)[N+](CCO)(C)C hexadecyl-(2-hydroxyethyl)dimethylammonium phosphate